3-(4-(4-amino-3-(4-(4-fluorophenoxy)phenyl)-1H-pyrazolo[3,4-d]pyrimidin-1-yl)-[1,4'-bipiperidine]-1'-yl)azetidine-1-carboxylic acid tert-butyl ester C(C)(C)(C)OC(=O)N1CC(C1)N1CCC(CC1)N1CCC(CC1)N1N=C(C=2C1=NC=NC2N)C2=CC=C(C=C2)OC2=CC=C(C=C2)F